FC(OC1=CC=C(C=C1)N1N=C(C2=CC=CC=C12)CNC(OC(C)(C)C)=O)(F)F tert-butyl N-[[1-[4-(trifluoromethoxy)phenyl]indazol-3-yl]methyl]carbamate